OCC(C[C@@H](CC1=CC=C(C=C1)OC)N[S@@](=O)C(C)(C)C)=C (S)-N-[(R)-4-(hydroxymethyl)-1-(4-methoxyphenyl)-pent-4-en-2-yl]-tert-Butylsulfinamide